CCCCCC(CCC)C#N Nonane-6-carbonitrile